tert-butyl 4-(iodomethyl)piperidine-1-carboxylate ICC1CCN(CC1)C(=O)OC(C)(C)C